NCCCC[C@H](C(=O)NCCOCCOC)NC(OCC1C2=CC=CC=C2C=2C=CC=CC12)=O (9H-Fluoren-9-yl)methyl (R)-(6-amino-1-((2-(2-methoxy ethoxy)ethyl)amino)-1-oxohexan-2-yl)carbamate